C(#N)C1=C(C=CC=C1)N1N=C(C=C1C1=CC(=CC=C1)OC1CC1)COC(C(=O)O)(C)C 2-([1-(2-Cyanophenyl)-5-(3-cyclopropoxyphenyl)-1H-pyrazol-3-yl]-methoxy)-2-methylpropanoic acid